ethyl 3,3,3-trifluoro-2-oxo-propanoate FC(C(C(=O)OCC)=O)(F)F